5-hydroxybenzofuran-2-carboxamide OC=1C=CC2=C(C=C(O2)C(=O)N)C1